BrC1=C2CCN([C@@H](C2=C(C=C1)OCC=1N=NN(C1)CC1CC1)CN1C(C2=CC=CC=C2C1)=O)C(=O)[C@H]1[C@H](CCCC1)C(=O)O (1S,2r)-2-((S)-5-bromo-8-((1-(cyclopropylmethyl)-1H-1,2,3-triazol-4-yl)methoxy)-1-((1-oxoisoindolin-2-yl)methyl)-1,2,3,4-tetrahydroisoquinoline-2-carbonyl)cyclohexane-1-carboxylic acid